3-(6-(aminomethyl)-7-fluoro-1-oxoisoindolin-2-yl)piperidine-2,6-dione hydrochloride Cl.NCC1=CC=C2CN(C(C2=C1F)=O)C1C(NC(CC1)=O)=O